1,1-dioxo-thiolane-3-carboxamide O=S1(CC(CC1)C(=O)N)=O